[5-(2,1-benzoxazol-3-amido)-1,3,4-thiadiazol-2-yl]acetic acid N=1OC(=C2C1C=CC=C2)C(=O)NC2=NN=C(S2)CC(=O)O